N-(5-(7'-Fluoro-1-(3-methoxyphenyl)-3'-methyl-2'-oxo-2',3'-dihydrospiro[azetidine-3,1'-pyrrolo[2,3-c]quinolin]-8'-yl)-2-(2-(isopropylamino)ethoxy)pyridin-3-yl)methanesulfonamide FC=1C(=CC=2C3=C(C=NC2C1)N(C(C31CN(C1)C1=CC(=CC=C1)OC)=O)C)C=1C=C(C(=NC1)OCCNC(C)C)NS(=O)(=O)C